C1(CCC1)N1CCC(CC1)N1CCC(CC1)C1=CC2=C(N(C(=N2)C2=CC=C(C=C2)S(=O)(=O)C)C)C(=C1)F 5-(1'-Cyclobutyl-[1,4'-bipiperidin]-4-yl)-7-fluoro-1-methyl-2-(4-(methylsulfonyl)phenyl)-1H-benzo[d]imidazol